CN1C[C@H](C[C@H](C1)NC(=O)C1=NC=CC=C1)C1=CC=C(C(=O)OC)C=C1 methyl 4-[(3R,5R)-1-methyl-5-(pyridine-2-carbonylamino)-3-piperidyl]benzoate